C1CCCCCCC1 trans-Cyclooctane